(3-(1-([1,1'-biphenyl]-4-yl)-3-aminopropan-2-yl)-1,2,3-oxadiazol-3-ium-5-yl)((3-(trifluoromethyl)phenyl)carbamoyl)amide C1(=CC=C(C=C1)CC(CN)[N+]1=NOC(=C1)[N-]C(NC1=CC(=CC=C1)C(F)(F)F)=O)C1=CC=CC=C1